C(C1=CC=CC=C1)OCC1=NN(C(N1CC)=O)C=1C=C2C=CN=C(C2=C(C1)OC(C(F)(F)F)C)OC1=C(C=C(C=O)C=C1F)F 4-((6-(3-((Benzyloxy)methyl)-4-ethyl-5-oxo-4,5-dihydro-1H-1,2,4-triazol-1-yl)-8-((1,1,1-trifluoropropan-2-yl)oxy)isoquinolin-1-yl)oxy)-3,5-difluorobenzaldehyde